C(CCC)OC(=O)N1CCN(CC1)C1(CC1)C(=O)OCC.C(C1CO1)C1=CC=CC2=CC(=CC=C12)CC1CO1 1,6-diglycidyl-naphthalene butyl-4-(1-(ethoxycarbonyl)cyclopropyl)piperazine-1-carboxylate